acetamide hemihydrate O.C(C)(=O)N.C(C)(=O)N